[I-].C(=O)C1=CC=C(C[N+](C)(C)C)C=C1 4-formyl-N,N,N-trimethyl-benzyl-ammonium iodide